O(C1=CC=CC=C1)CC1=CC=C(C=C1)CC(=O)N1CCC(=CC1)B1OC(C(O1)(C)C)(C)C 2-(4-(phenoxymethyl)phenyl)-1-(4-(4,4,5,5-tetramethyl-1,3,2-dioxaborolan-2-yl)-3,6-dihydropyridin-1(2H)-yl)ethan-1-one